C1N(CCC2=CC=CC=C12)C[C@H](CN1CCOC2=C(C1=O)C=CC(=C2)F)O 4-[(2R)-3-(3,4-dihydro-1H-isoquinolin-2-yl)-2-hydroxy-propyl]-8-fluoro-2,3-dihydro-1,4-Benzoxazepine-5-one